3-(3-(3-(4-(1-Aminocyclobutyl)phenyl)-2-(2-aminopyridin-3-yl)-3H-imidazo[4,5-b]pyridin-5-yl)phenyl)-N-(2-((2-(2,6-dioxopiperidin-3-yl)-1,3-dioxoisoindolin-4-yl)amino)ethyl)propanamid NC1(CCC1)C1=CC=C(C=C1)N1C(=NC=2C1=NC(=CC2)C=2C=C(C=CC2)CCC(=O)NCCNC2=C1C(N(C(C1=CC=C2)=O)C2C(NC(CC2)=O)=O)=O)C=2C(=NC=CC2)N